O[C@@H](CN(C(OC(C)(C)C)=O)[C@H]1COC2(C1)CCNCC2)COC2=CC(=CC=C2)S(=O)(=O)C(C)C tert-Butyl ((S)-2-Hydroxy-3-(3-(isopropylsulfonyl)phenoxy) propyl)((R)-1-oxa-8-azaspiro[4.5]decan-3-yl)carbamate